BrC1=C(C=C(C=C1)NC1(CCOCC1)C(=O)O)COC1CC1 4-((4-bromo-3-(cyclopropoxymethyl)phenyl)amino)tetrahydro-2H-pyran-4-carboxylic acid